ClC1=C(C=CC=C1)N1C(N=C(C2=CC=C(C=C12)OC(F)(F)F)NCCO)=O 1-(2-Chlorophenyl)-4-((2-hydroxyethyl)amino)-7-(trifluoromethoxy)quinazolin-2(1H)-one